C(C)N(S(=O)(=O)NC=1C(=C(C(=O)C2=CNC3=NC=C(C=C32)C3=C(C=C(C=C3)N3CCN(CC3)C(=O)OC(C)(C)C)C)C(=CC1)F)F)C tert-butyl 4-[4-[3-[3-[[ethyl(methyl)sulfamoyl]amino]-2,6-difluoro-benzoyl]-1H-pyrrolo[2,3-b]pyridin-5-yl]-3-methyl-phenyl]piperazine-1-carboxylate